CC1=NN(C(=C1)C)C(=S)[S-].[K+] potassium 3,5-dimethyl-1H-pyrazole-1-carbodithioate